C(OC1=C(C(NC12CCC(CC2)OC)=O)C2=C(C=CC(=C2)C)C)(OCC)=O carbonic acid, cis-3-(2,5-dimethylphenyl)-8-methoxy-2-oxo-1-azaspiro[4.5]dec-3-en-4-yl ethyl ester